Methyl (E)-2-((7-cyano-4-fluorobenzo[b]thiophen-3-yl)methylene)-3-oxobutanoate C(#N)C1=CC=C(C2=C1SC=C2\C=C(\C(=O)OC)/C(C)=O)F